C1(CCCCC1)[C@H](C)N (S)-1-cyclohexylethan-1-amine